2-methylpropan-2-yl{[(7R)-5-{5-amino-1-[(3S)-tetrahydro-3-furyl]indazol-4-yl}-5-azaspiro[2.4]heptan-7-yl]amino}methanoate CC(C)(C)OC(=O)N[C@H]1CN(CC12CC2)C2=C1C=NN(C1=CC=C2N)[C@@H]2COCC2